C(C)C=1C=C2C(=CC1)NC(C21SC(=NN1)C1=CC=CC2=CC=CC=C12)=O 5-ethyl-5'-naphthalen-1-ylspiro[1H-indole-3,2'-3H-1,3,4-thiadiazole]-2-one